chlorocarboxylic anhydride ClC(=O)OC(=O)Cl